1-(9Z-tetradecenoyl)-2-octadecanoyl-glycero-3-phosphoserine CCCCCCCCCCCCCCCCCC(=O)O[C@H](COC(=O)CCCCCCC/C=C\CCCC)COP(=O)(O)OC[C@@H](C(=O)O)N